(1S,4S)-5-(3-(3-ethyl-1H-indazol-5-yl)imidazo[1,2-b]pyridazin-6-yl)-2-oxa-5-azabicyclo[2.2.1]heptane C(C)C1=NNC2=CC=C(C=C12)C1=CN=C2N1N=C(C=C2)N2[C@@H]1CO[C@H](C2)C1